C(C)(C)(C)OC(=O)N[C@H](C(=O)OC)CC1=CC(=C(C=C1)C(N)=O)F methyl (2S)-2-{[(tert-butoxy)carbonyl]amino}-3-(4-carbamoyl-3-fluorophenyl)propanoate